O1CCC=2C1=NC=C(C2)C(C)=O 1-(2,3-dihydrofuro[2,3-b]pyridin-5-yl)ethan-1-one